4-(2-amino-5-(3'-chloro-5-fluoro-2-hydroxy-4'-(3-methyl-2-oxoimidazolidin-1-yl)-[1,1'-biphenyl]-3-yl)pyridin-3-yl)piperazine-1-carboxylic acid tert-butyl ester C(C)(C)(C)OC(=O)N1CCN(CC1)C=1C(=NC=C(C1)C=1C(=C(C=C(C1)F)C1=CC(=C(C=C1)N1C(N(CC1)C)=O)Cl)O)N